O1C(=CC=C1)C1OCC2C(O1)C(C(C(O2)OC2=CC=C(C=C2)C(\C=C\C2=CC=CC=C2)=O)O)O (E)-1-[4-[[2-(Furan-2-yl)-7,8-dihydroxy-4,4a,6,7,8,8a-hexahydropyrano[3,2-d][1,3]dioxin-6-yl]oxy]phenyl]-3-phenylprop-2-en-1-one